(S)-3-(2-Fluoro-phenyl)-N-[1-(3-morpholin-4-yl-phenyl)-ethyl]-acrylamide FC1=C(C=CC=C1)C=CC(=O)N[C@@H](C)C1=CC(=CC=C1)N1CCOCC1